4-Bromo-7-chloro-2,3-dihydrobenzofuran-5-carbonitrile BrC1=C(C=C(C2=C1CCO2)Cl)C#N